CCCCCCC(CCCCCCCCCCC(=O)SCCNC(=O)CCNC(=O)[C@@H](C(C)(C)COP(=O)(O)OP(=O)(O)OC[C@@H]1[C@H]([C@H]([C@@H](O1)N2C=NC3=C(N=CN=C32)N)O)OP(=O)(O)O)O)O The molecule is a hydroxy fatty acyl-CoA that results from the formal condensation of the thiol group of coenzyme A with the carboxy group of 12-hydroxyoctadecanoic acid. It has a role as a plant metabolite. It is a hydroxy fatty acyl-CoA and a long-chain fatty acyl-CoA. It derives from a 12-hydroxyoctadecanoic acid. It is a conjugate acid of a 12-hydroxyoctadecanoyl-CoA(4-).